NC1(CN(CCC1)C(=O)OCC1=CC=CC=C1)C(=O)O 3-Amino-1-((benzyloxy)carbonyl)piperidine-3-carboxylic acid